p-cyanobenzylideneacetone C(#N)C1=CC=C(C=CC(C)=O)C=C1